(37S,46S)-2,5-dioxopyrrolidin-1-yl 46-benzyl-37-(((benzyloxy) carbonyl) amino)-31,38,41,44-tetraoxo-2,5,8,11,14,17,20,23,26,29-decaoxa-32,39,42,45-tetraazaheptatetracontan-47-oate C(C1=CC=CC=C1)[C@H](NC(CNC(CNC([C@H](CCCCNC(COCCOCCOCCOCCOCCOCCOCCOCCOCCOC)=O)NC(=O)OCC1=CC=CC=C1)=O)=O)=O)C(=O)ON1C(CCC1=O)=O